N-((1S,2S)-2-hydroxycyclohexyl)-7-(4-(4-methyl-1,3-thiazol-2-yl)benzyl)-2,3-dihydrofuro[3,2-b]pyridine-5-carboxamide O[C@@H]1[C@H](CCCC1)NC(=O)C1=CC(=C2C(=N1)CCO2)CC2=CC=C(C=C2)C=2SC=C(N2)C